COC(=O)C1=CC2=C(N(C(=N2)NC=2SC3=C(N2)C=CC(=C3)OC(F)(F)F)CC(C)C)C=C1 1-Isobutyl-2-(6-trifluoromethoxy-benzothiazol-2-ylamino)-1H-benzoimidazole-5-carboxylic acid methyl ester